C(CCCCC)C1=CC=C(C=C1)N(C1=CC=C(C=C1)C=1C=C2C=CC(=CC2=CC1)O)C1=CC=C(C=C1)CCCCCC 6-(4-(bis(4-hexylphenyl)amino)phenyl)naphthalen-2-ol